CSC=1C=C(C=CC1)O 3-(methylsulfanyl)phenol